(E)-diethyl (5-methoxy-8-(((phenylsulfonyl)imino)methyl)naphthalen-1-yl) phosphate P(=O)(OCC)(OCC)OC1=CC=CC2=C(C=CC(=C12)C=NS(=O)(=O)C1=CC=CC=C1)OC